N-(5-ethoxy-4-((2-(2-fluoroprop-2-yl)pyrimidin-4-yl)amino)pyridin-2-yl)acetamide C(C)OC=1C(=CC(=NC1)NC(C)=O)NC1=NC(=NC=C1)C(C)(C)F